CC(C)(C)OC(=O)NC(C)(C1=CC=CC=C1)C1=NN(C2=CN=C(C=C21)Cl)C([2H])([2H])[2H] ((1-(5-chloro-1-(trideuteromethyl)pyrazolo[3,4-c]pyridin-3-yl)-1-phenylethyl)amino)methanoic acid-2-Methylprop-2-yl ester